[4-(tert-butyl-dimethyl-siloxy)-phenyl]-(1-methyl-hexyl)-phenyl-amine C(C)(C)(C)[Si](OC1=CC=C(C=C1)N(C1=CC=CC=C1)C(CCCCC)C)(C)C